N-[1-(4-bromophenyl)ethyl]-N-methylcyclobutanecarboxamide BrC1=CC=C(C=C1)C(C)N(C(=O)C1CCC1)C